4-thiazolylbenzenesulfonamide S1C(=NC=C1)C1=CC=C(C=C1)S(=O)(=O)N